1-[7-(3-chloro-1-isopropyl-1H-indazol-5-ylmethoxy)-2H-chromen-3-ylmethyl]-3-chloromethyl-azetidine-3-carboxylic acid ClC1=NN(C2=CC=C(C=C12)COC1=CC=C2C=C(COC2=C1)CN1CC(C1)(C(=O)O)CCl)C(C)C